4-(4-(1,3-dioxo-1H-xantheno[2,1,9-def]isoquinolin-2(3H)-yl)phenyl)butanoic acid O=C1N(C(C2=C3C=4C(=CC=C13)C1=CC=CC=C1OC4C=C2)=O)C2=CC=C(C=C2)CCCC(=O)O